N1C[C@H](CCC1)NC1=NC=C(C(=N1)OC1=C(C=CC=C1)S(=O)(=O)N)C(F)(F)F 2-[(2-{[(3S)-piperidin-3-yl]amino}-5-(trifluoromethyl)pyrimidin-4-yl)oxy]benzene-1-sulfonamide